(2-(1-methyl-6-oxo-1,6-dihydropyrazin-2-yl)pyrimidin-5-yl)isoquinolin-1(2H)-one CN1C(=CN=CC1=O)C1=NC=C(C=N1)N1C(C2=CC=CC=C2C=C1)=O